(3S)-tetrahydrofuran-3-amine hydrochloric acid salt Cl.O1C[C@H](CC1)N